NCCCC(=O)[C@H](O)[C@H](O)[C@H](O)CO (3-amino)propyl-ribose